ClC1=C2C(=C(C(NC2=CC=N1)=O)CC(=O)OC)C(F)(F)F Methyl 2-[5-chloro-2-oxo-4-(trifluoromethyl)-1H-1,6-naphthyridin-3-yl]acetate